ClC1=CC(=C2C=C(NC2=C1F)C(=O)N1CCN(CC1)C1=NC=C(C=C1OC)F)B1OC(C(O1)(C)C)(C)C (6-Chloro-7-fluoro-4-(4,4,5,5-tetramethyl-1,3,2-dioxaborolan-2-yl)-1H-indol-2-yl)(4-(5-fluoro-3-methoxypyridin-2-yl)piperazin-1-yl)methanone